N1=CC(=CC=C1)C=1OC2=C(C(C1)=O)C=CC=1NC(=NC12)C(F)(F)F 8-(pyridin-3-yl)-2-(trifluoromethyl)chromeno[7,8-d]imidazol-6(3H)-one